ClC=1C=C(C=CC1OC(F)(F)F)N(C(C#C[Si](C(C)C)(C(C)C)C(C)C)=O)C(C(C)(C)C)C1=NC2=C(N1C)C=CC=C2 N-(3-chloro-4-(trifluoromethoxy)phenyl)-N-(2,2-dimethyl-1-(1-methyl-1H-benzo[d]imidazol-2-yl)propyl)-3-(triisopropylsilyl)propiolamide